benzyl-(2,5-dioxopyrrolidin-1-yl) carbonate C(ON1C(C(CC1=O)CC1=CC=CC=C1)=O)([O-])=O